3-isopropyl-6-(piperidin-3-ylthio)-N-(2-(trifluoromethoxy)phenyl)imidazo[1,2-b]pyridazin-8-amine C(C)(C)C1=CN=C2N1N=C(C=C2NC2=C(C=CC=C2)OC(F)(F)F)SC2CNCCC2